(S)-methyl 2-((S)-2-((S)-3-(4-fluorophenyl)-2-(5-methylisoxazole-3-carboxamido)propanamido)-4-methylpentanamido)-3-((S)-2-oxopiperidin-3-yl)propanoate FC1=CC=C(C=C1)C[C@@H](C(=O)N[C@H](C(=O)N[C@H](C(=O)OC)C[C@H]1C(NCCC1)=O)CC(C)C)NC(=O)C1=NOC(=C1)C